N-methyl[1,3]thiazolo[5,4-b]pyridin-2-amine CNC=1SC2=NC=CC=C2N1